1-(4-((2-(1-(2-Cyanoacetyl)piperidin-4-yl)-5-oxo-5,6-dihydropyrimido[4,5-d]pyridazin-4-yl)amino)phenyl)piperidin C(#N)CC(=O)N1CCC(CC1)C=1N=C(C2=C(C=NNC2=O)N1)NC1=CC=C(C=C1)N1CCCCC1